BrC=1C=C(N)C=CC1C1(CC1)C 3-bromo-4-(1-methylcyclopropyl)aniline